6-(6-(((1S,3S)-3-((7-fluoro-[1,2,4]triazolo[1,5-a]pyridin-2-yl)amino)cyclopentyl)amino)pyridin-3-yl)-5,6-dihydro-7H-pyrrolo[3,4-d]pyrimidin-7-one FC1=CC=2N(C=C1)N=C(N2)N[C@@H]2C[C@H](CC2)NC2=CC=C(C=N2)N2C(C=1N=CN=CC1C2)=O